acrylic acid-2-(3,4,5-trihydroxyphenyl)nonyl ester OC=1C=C(C=C(C1O)O)C(COC(C=C)=O)CCCCCCC